(6-(trifluoromethyl)pyridazin-3-yl)-1H-pyrrole-1-carboxylic acid tert-butyl ester C(C)(C)(C)OC(=O)N1C(=CC=C1)C=1N=NC(=CC1)C(F)(F)F